4-{[(1R,2R)-2-hydroxycyclohexyl]amino}-1-[2-hydroxy-4-(trifluoromethyl)phenyl]-7,8-dihydro-6λ6-thiopyrano[3,4-d]pyridazine-6,6(5H)-dione O[C@H]1[C@@H](CCCC1)NC=1N=NC(=C2C1CS(CC2)(=O)=O)C2=C(C=C(C=C2)C(F)(F)F)O